3-Hydroxy-3H-1,2,3-triazolo[4,5-b]pyridine ON1N=NC=2C1=NC=CC2